CN([C@H](CC1=CC=CC=C1)C(=O)O)C(=C)OC(C)(C)C Methyl-(1-(tert-butoxy)vinyl)-D-phenylalanine